ClC=1C(=C(C=CC1Cl)NC1=NC=NC2=CC(=C(C=C12)OC1CC2CCC(C1)N2C(C=C)=O)OC)F 1-(3-((4-((3,4-dichloro-2-fluorophenyl)amino)-7-methoxyquinazolin-6-yl)oxy)-8-azabicyclo[3.2.1]octan-8-yl)prop-2-en-1-one